BrC=1C=C(C=C2C(N(C(C12)=O)C1C(NC(CC1)=O)=O)=O)CN(C1CCN(CC1)C=1C(=CC2=C(C(C=3NC4=CC(=CC=C4C3C2=O)C=O)(C)C)C1)CC)C 8-(4-(((7-Bromo-2-(2,6-dioxopiperidin-3-yl)-1,3-dioxoisoindoline-5-yl)methyl)(Methyl)amino)piperidin-1-yl)-9-ethyl-6,6-dimethyl-11-oxo-6,11-dihydro-5H-benzo[b]carbazole-3-Formaldehyde